7-bromo-1-phenoxyisoquinoline BrC1=CC=C2C=CN=C(C2=C1)OC1=CC=CC=C1